hexahydro-2H-pyrido[4,3-b][1,4]oxazin-3(4H)-one O1C2C(NC(C1)=O)CNCC2